ClC1=C(C(=CC=C1)F)N(CCO)CCCC(C)NC1=NC=NC2=CC(=CC=C12)Cl 2-((2-Chloro-6-fluorophenyl)(4-((7-chloroquinazolin-4-yl)amino)pentyl)amino)ethan-1-ol